ethyl-1-(3-(7-methoxypyrazolo[1,5-a]pyridin-5-yl)phenyl)ethan-1-amine C(C)C(C)(N)C1=CC(=CC=C1)C1=CC=2N(C(=C1)OC)N=CC2